4-((2-methyl-4-nitrophenoxy)methyl)thiazole CC1=C(OCC=2N=CSC2)C=CC(=C1)[N+](=O)[O-]